rel-(2S,3R,5S)-4-[[5-(1,1-difluoroethyl)-3-(3,4-difluoro-2-methoxy-phenyl)-5-methyltetrahydrofuran-2-carbonyl]amino]pyridine-2-carboxamide FC(C)(F)[C@@]1(C[C@@H]([C@H](O1)C(=O)NC1=CC(=NC=C1)C(=O)N)C1=C(C(=C(C=C1)F)F)OC)C |o1:4,6,7|